F[C@@H]1CN(C[C@H]1F)C=1C=C2C(=CC=NC2=CC1)C(=O)O |r| rac-6-((3r,4r)-3,4-difluoropyrrolidin-1-yl)quinoline-4-carboxylic acid